3-(6-bromopyridin-2-yl)-7-(2-methyl-1-((2-(trimethylsilyl)ethoxy)methyl)-1H-imidazol-5-yl)imidazo[1,2-a]pyridine BrC1=CC=CC(=N1)C1=CN=C2N1C=CC(=C2)C2=CN=C(N2COCC[Si](C)(C)C)C